(3-trifluoromethyl-7-bromobenzo[b]thiophen-2-yl)(4,4-difluoropiperidin-1-yl)methanone FC(C=1C2=C(SC1C(=O)N1CCC(CC1)(F)F)C(=CC=C2)Br)(F)F